5-(4-methyl-1H-imidazol-1-yl)pyridin-3-ol CC=1N=CN(C1)C=1C=C(C=NC1)O